COC1=NC=C(C(=N1)OC)C=1C=C(C=2N(N1)C=CN2)N2C1CCC(C2)CC1 2-(6-(2,4-dimethoxypyrimidin-5-yl)imidazo[1,2-b]pyridazin-8-yl)-2-azabicyclo[2.2.2]octane